methyl 7-bromo-5-((2-methoxyethyl)(methyl)amino)-1-methyl-1H-indole-2-carboxylate BrC=1C=C(C=C2C=C(N(C12)C)C(=O)OC)N(C)CCOC